C(C)(C)(C)[Si](C)(C)C(C)(C)C bistert-butyldimethylsilane